4-(4-bromophenyl)oxane-4-carboxylic acid BrC1=CC=C(C=C1)C1(CCOCC1)C(=O)O